5-METHYLHEX-2-YLISOCYANIDE CC(CCC(C)[N+]#[C-])C